C1(CCC1)C1=NC=CC(=C1)OC1=CC(=C(C=C1)NC=1C2=C(N=CN1)NC=C2C2CCN(CC2)C(C=C)=O)F 1-(4-(4-((4-((2-cycloButylpyridin-4-yl)oxy)-2-fluorophenyl)amino)-7H-pyrrolo[2,3-d]pyrimidin-5-yl)piperidin-1-yl)prop-2-en-1-one